O1C2=C(OCC1)C(=CC=C2)C=2OC(=C(N2)CN2CCC1(CC2)C=CC2=CC=CC=C21)C 2-(2,3-dihydrobenzo[b][1,4]dioxin-5-yl)-5-methyl-4-(spiro[indene-1,4'-piperidin]-1'-ylmethyl)oxazole